(dimethylammonio)propane-1-sulfonate C[NH+](C)C(CC)S(=O)(=O)[O-]